6-Amino-5-iodo-3,4-dihydroisoquinoline-2(1H)-carboxylate NC=1C(=C2CCN(CC2=CC1)C(=O)[O-])I